FC1(OC(OC1(F)F)=O)F 4,4,5,5-tetrafluoro-1,3-dioxolan-2-one